4-fluoro-1-{3-oxo-2h,3h-[1,2,4]triazolo[4,3-a]pyridine-8-carbonyl}-N-{phenyl-[4-(prop-2-yl)phenyl]methyl}pyrrolidine-2-carboxamide FC1CC(N(C1)C(=O)C=1C=2N(C=CC1)C(NN2)=O)C(=O)NC(C2=CC=C(C=C2)C(C)C)C2=CC=CC=C2